C1=NC=CC2=CC(=CC=C12)C1=CN=C(S1)N1CC(C1)C(=O)N (5-(isoquinolin-6-yl)thiazol-2-yl)azetidine-3-carboxamide